3-((2-((4-bromo-3-(((tert-butyldimethylsilyl)oxy)methyl)-5-chlorophenyl)amino)-5-(trifluoromethyl)pyrimidin-4-yl)amino)tetrahydro-2H-pyran-4-carbonitrile BrC1=C(C=C(C=C1Cl)NC1=NC=C(C(=N1)NC1COCCC1C#N)C(F)(F)F)CO[Si](C)(C)C(C)(C)C